[V].[Fe].[Co].[Ni] nickel-cobalt-iron-vanadium